NC1=NC=2C=NC(=CC2C2=C1[C@H](OC2)C)C(=O)N([C@@H](COC)C)CC=2N=NC(=CC2)OCC (3R)-4-amino-N-((6-ethoxy-3-pyridazinyl)methyl)-N-((2R)-1-methoxy-2-propanyl)-3-methyl-1,3-dihydrofuro[3,4-c][1,7]naphthyridine-8-carboxamide